CN(CCOC1=CC=C(C=C1)C=1C2=C(N=C(N1)N)N1C(C=C2)=NCC1)C (4-(2-(dimethylamino)ethoxy)phenyl)-8,9-dihydroimidazo[1',2':1,6]pyrido[2,3-d]pyrimidin-2-amine